allyl-(diisopropylamino)silane C(C=C)[SiH2]N(C(C)C)C(C)C